ICCC(CCCC1=CC=CC=C1)CCCC 4-(2-iodoethyl)octylbenzene